C(CCCCCCC\C=C/CCCCCC)(=O)OCCCCCCCCCCCCCCCCCO 17-hydroxyheptadecyl palmitoleate